(4-(4-amino-7-(azetidin-3-yl)-7H-pyrrolo[2,3-d]pyrimidin-5-yl)-3-fluorophenyl)-2-oxo-1-phenyl-2,4,5,6-tetrahydro-1H-pyrrolo[1,2-b]pyrazole-3-carboxamide NC=1C2=C(N=CN1)N(C=C2C2=C(C=C(C=C2)C2CCN1N(C(C(=C12)C(=O)N)=O)C1=CC=CC=C1)F)C1CNC1